(S)-4-(4-(methoxymethyl)-2-((9-oxo-6a,7,8,9-tetrahydro-6H-pyrido[2,3-b]pyrrolo[1,2-d][1,4]oxazin-2-yl)amino)pyrimidin-5-yl)-N,N-dimethylbenzamide COCC1=NC(=NC=C1C1=CC=C(C(=O)N(C)C)C=C1)NC1=CC2=C(OC[C@H]3N2C(CC3)=O)N=C1